O1CCN(CC1)C1=CC(=NC=C1)N1CC2(CN(C2)C(CC)=O)C1 1-(6-(4-morpholinopyridin-2-yl)-2,6-diazaspiro[3.3]heptan-2-yl)propan-1-one